BOCpiperidineAcetic acid N-[(R)-1-(3-trifluoromethylphenyl)ethyl]Amide FC(C=1C=C(C=CC1)[C@@H](C)NC(CN1C(CCCC1)C(=O)OC(C)(C)C)=O)(F)F